O=C1NC(CCC1N1C(C2=CC=CC(=C2C1=O)NCC=1C=NN(C1)C1CCN(CC1)C(CC1CCNCC1)=O)=O)=O 2-(2,6-dioxopiperidin-3-yl)-4-(((1-(1-(2-(piperidin-4-yl)acetyl)piperidin-4-yl)-1H-pyrazol-4-yl)methyl)amino)isoindoline-1,3-dione